(S)-N-((R)-2-(Difluoromethoxy)-1-(3-(difluoromethoxy)phenyl)ethyl)-3-hydroxy-4,4-dimethylpentanamid FC(OC[C@@H](C1=CC(=CC=C1)OC(F)F)NC(C[C@@H](C(C)(C)C)O)=O)F